OC1=C(C(=O)C2=C(C=C(C=C2)OC)O)C=CC(=C1)OC 2,2'-dihydroxy-4,4'-dimethoxy-benzophenone